1,4-diiodobenzene IC1=CC=C(C=C1)I